C(C)(C)(C)OC(C)COC(C)COC(C)CO tripropylene glycol monotertiary butyl ether